6,7-difluoro-2-(o-tolyl)-4-(1,1,1-trifluoropropan-2-yl)phthalazin-1(2H)-one FC=1C=C2C(=NN(C(C2=CC1F)=O)C1=C(C=CC=C1)C)C(C(F)(F)F)C